2-chloro-2'-methyl-spiro[4,5-dihydrothieno[2,3-c]pyran-7,4'-piperidine]-4-ol ClC1=CC2=C(S1)C1(CC(NCC1)C)OCC2O